NCC1CN2C3=C(C=CC=C3C1)NC2 5-(aminomethyl)-5,6-dihydro-1H-imidazo[4,5,1-ij]quinoline